3-(3'-methyl-6-oxo-6,8-dihydro-2H,7H-spiro[furo[2,3-e]isoindole-3,4'-piperidin]-7-yl)piperidine-2,6-dione hydrochloride Cl.CC1CNCCC12COC1=C3CN(C(C3=CC=C12)=O)C1C(NC(CC1)=O)=O